FC=1C=C(NC(C)C=2C=C(C=C3C(C=C(OC23)N2CCOCC2)=O)CC(=O)O)C=C(C1)F 2-[8-[1-(3,5-difluoroanilino)ethyl]-2-morpholino-4-oxo-chromen-6-yl]acetic acid